6-((4-chloro-1-(4-(difluoromethyl)phenyl)-1H-1,2,3-triazol-5-yl)methoxy)pyridine ClC=1N=NN(C1COC1=CC=CC=N1)C1=CC=C(C=C1)C(F)F